CC1=NSC(=C1C(=O)Cl)C 3,5-dimethylisothiazole-4-carbonyl chloride